CN(C)CC1=CC=C(OCC2CCN(CC2)C(=O)[C@H](CC(C)C)N2C([C@@H](NCC2)CC(C)C)=O)C=C1 (S)-1-[(S)-1-{[4-({p-[(Dimethyl-amino)meth-yl]phenoxy}methyl)-1-piperidyl]carbonyl}-3-methylbutyl]-3-isobutyl-2-piperazinone